OC1=C(C(=CC(=C1)C(F)(F)F)C)C=1C=CC=2C(N1)=NN(C2[C@H](C)O)C2CCC(N(C2)C(C)C)=O 5-(6-(2-hydroxy-6-methyl-4-(trifluoromethyl)phenyl)-3-((1S)-1-hydroxyethyl)-2H-pyrazolo[3,4-b]pyridin-2-yl)-1-isopropylpiperidin-2-one